(R)-8-fluoro-N-(pyrrolidin-3-yl)quinolin-6-amine hydrochloride Cl.FC=1C=C(C=C2C=CC=NC12)N[C@H]1CNCC1